1-(2-((2,5-dioxo-2,5-dihydro-1H-pyrrol-1-yl)methyl)-1,3-dioxan-5-yl)-1-oxo-5,8,11,14,17,20-hexaoxa-2-azatricosan-23-oic acid O=C1N(C(C=C1)=O)CC1OCC(CO1)C(NCCOCCOCCOCCOCCOCCOCCC(=O)O)=O